[Br-].[Br-].C(C)[SiH](CC)[Zr+2](C1(C(=CC=C1)C)C)C1(C(=CC=C1)C)C diethylsilyl-bis(dimethylcyclopentadienyl)zirconium dibromide